COC1=CC(=CC(=C1O)OC)[C@H]2[C@@H]3CO[C@H]([C@@H]3CO2)C4=CC(=C(C(=C4)OC)O[C@@H](CO)[C@@H](C5=C(C(=CC=C5)O)OC)O)OC The molecule is a neolignan isolated from the stems of Sinocalamus affinis. It has a role as a plant metabolite. It is a neolignan, a dimethoxybenzene, a furofuran, a member of phenols, a primary alcohol and a secondary alcohol.